N(=[N+]=[N-])CCC(=O)N1C2=C(CCC3=C1C=CC=C3)C=CC=C2 3-azido-1-(10,11-dihydro-5H-dibenzo[b,f]azepin-5-yl)propan-1-one